(R)-2-(4-((1-(2-fluoroethyl)piperidin-3-yl)amino)pyrrolo[1,2-d][1,2,4]triazin-1-yl)-5-(trifluoromethyl)phenol FCCN1C[C@@H](CCC1)NC1=NN=C(C=2N1C=CC2)C2=C(C=C(C=C2)C(F)(F)F)O